FC(CN1N=CC=2C1=NC(=CN2)N2CC1(CN(C1)C1=NC(=NC(=C1)C(F)F)C)CC2)F 1-(2,2-difluoroethyl)-6-(2-(6-(difluoromethyl)-2-methylpyrimidin-4-yl)-2,6-diazaspiro[3.4]octan-6-yl)-1H-pyrazolo[3,4-b]pyrazine